N-(2-mercaptoethyl)undecanamide SCCNC(CCCCCCCCCC)=O